7-Amino-N-(2-amino-3-fluoro-4-((4-(trifluoromethyl)benzyl)amino)phenyl)heptanamid NCCCCCCC(=O)NC1=C(C(=C(C=C1)NCC1=CC=C(C=C1)C(F)(F)F)F)N